3-(2-chloro-3-bromoanilino)-5-dimethoxymethylbenzoisoxazole ClC1=C(NC2=NOC3=C2C=C(C=C3)C(OC)OC)C=CC=C1Br